C(CC)N(C(=O)N1C=NC=C1)CCOC1=C(C=C(C=C1Cl)Cl)Cl N-propyl-N-[2-(2,4,6-trichlorophenoxy)ethyl]-1H-imidazole-1-carboxamide